(3S,3As,6S,6aR)-3,6-bis(1,3-benzodioxol-5-yl)-1,4,6,6a-tetrahydrofuro[3,4-c]furan-3,3a-diol O1COC2=C1C=CC(=C2)[C@@]2(OC[C@@H]1[C@H](OC[C@@]12O)C1=CC2=C(OCO2)C=C1)O